tert-butyl N-[trans-4-(aminomethyl)cyclohexyl]carbamate NC[C@@H]1CC[C@H](CC1)NC(OC(C)(C)C)=O